ClC=1C=NN(C(C1Cl)=O)CC(CC=1C=CC(=C(C1)S(=O)(=O)N(C)C)C)OC 5-[3-(4,5-dichloro-6-oxo-pyridazin-1-yl)-2-methoxy-propyl]-N,N,2-trimethyl-benzenesulfonamide